CC[C@@H](C#CC#C[C@H]([C@@H](\C=C\CCCCCC)O)O)O (3S,8R,9R,E)-heptadeca-10-en-4,6-diyne-3,8,9-triol